FC=1C=NC(=NC1)NC1CC(C1)N (1s,3s)-N1-(5-fluoropyrimidin-2-yl)cyclobutane-1,3-diamine